ClC1=CC(=C(C=C1)C1=C(N(N=N1)CC)CN1N=CC(=CC1=O)N1CC(C1)OC=1N=NC=CC1)F 2-[[5-(4-chloro-2-fluoro-phenyl)-3-ethyl-triazol-4-yl]methyl]-5-(3-pyridazin-3-yloxyazetidin-1-yl)pyridazin-3-one